ClC1=CSC=2N3C(COCC21)=NN=C3C 3-chloro-9-methyl-4H,6H-thieno[2,3-e][1,2,4]triazolo[3,4-c][1,4]oxazepine